ClC1=C(C=CC2=CN(N=C12)[C@@H](C(NC=1SC=CN1)=O)C1=CC=CC=C1)C=1C=CC(=NC1)N1CCN(CC1)C(=O)OC(C)(C)C |r| tert-Butyl 4-[5-[7-chloro-2-[(1RS)-2-oxo-1-phenyl-2-(thiazol-2-ylamino)ethyl]indazol-6-yl]-2-pyridyl]piperazine-1-carboxylate